COC1=CC=C(CO[N@+]2(CC(NCC2)C2=C(C=CC=C2)OCC2=NC(=NC=C2)C2=C(C=CC=C2)OC)C)C=C1 (R)-1-((4-methoxybenzyl)oxy)-3-(2-((2-(2-methoxyphenyl)pyrimidin-4-yl)methoxy)phenyl)-1-methylpiperazin-1-ium